β,5β-androstanediol C[C@@]12[C@@H](O)CC[C@H]1[C@@H]1CC[C@@H]3CC(O)CC[C@]3(C)[C@H]1CC2